C1(=CC(=CC=C1)C1(CC=C(C=C1)N)NC=1C=C(C=CC1)C)C 4,N4-Di-m-tolylbenzene-1,4-diamine